tert-butyl (R)-(3-oxobutan-2-yl)carbamate O=C([C@@H](C)NC(OC(C)(C)C)=O)C